Cl.Cl.Cl.N1(CCOCC1)C1=CC(=C(C=N1)N)N1CCCCC1 6-morpholinyl-4-(piperidin-1-yl)pyridin-3-amine tri-hydrochloride